tert-butyl-(3S)-4-{6-[(4-bromopyridin-2-yl)amino]pyridin-3-yl}-3-methylpiperazine Ethyl-(Z)-3-(2-chlorophenyl)-2-((ethoxycarbonyl)imino)-2,3-dihydrothiazole-5-carboxylate C(C)OC(=O)C1=CN(/C(/S1)=N/C(=O)OCC)C1=C(C=CC=C1)Cl.C(C)(C)(C)N1C[C@@H](N(CC1)C=1C=NC(=CC1)NC1=NC=CC(=C1)Br)C